methyl 4-(azetidin-3-yl)benzoate hydrochloride Cl.N1CC(C1)C1=CC=C(C(=O)OC)C=C1